[N+](=O)([O-])C=1C=C(C=CC1)C=1NCCN1 2-(3-Nitrophenyl)imidazoline